FC1C(C1)C(=O)NC=1N=C2N(C=C(C=C2)C2=C(C=C(C=C2C)F)C)C1 2-fluoro-N-(6-(4-fluoro-2,6-dimethylphenyl)imidazo[1,2-a]pyridin-2-yl)cyclopropane-1-carboxamide